BrC1=CC(=CC2=C1NCCO2)[N+](=O)[O-] 5-bromo-7-nitro-3,4-dihydro-2H-1,4-benzoxazine